C1=CC=CC=2C3=CC=CC=C3C(C12)COC(=O)N([C@H](C(=O)O)CC1=COC2=C1C=CC=C2)C (S)-2-((((9H-fluoren-9-yl)methoxy)carbonyl)(methyl)amino)-3-(benzofuran-3-yl)propanoic acid